F[C@H]1CN(CC[C@H]1O)C(=O)OCC1=CC=CC=C1 Benzyl (3S,4R)-3-fluoro-4-hydroxypiperidine-1-carboxylate